tert-butyl 3-(4-(2-chloro-5-fluorophenyl) piperidine-1-carbonyl)-4,5-dihydro-1H-pyrazolo[3,4-c]pyridine-6(7H)-carboxylate ClC1=C(C=C(C=C1)F)C1CCN(CC1)C(=O)C1=NNC=2CN(CCC21)C(=O)OC(C)(C)C